1,4-bis(3,4-dicarboxy-trifluorophenoxy)octafluorobiphenyl C(=O)(O)C=1C(=C(OC2(C(C(=C(C(=C2F)F)OC2=C(C(=C(C(=C2F)F)C(=O)O)C(=O)O)F)F)F)C2=C(C(=C(C(=C2)F)F)F)F)C(=C(C1C(=O)O)F)F)F